N-methylimidoformamide CNC=N